[Cl-].[Cl-].[Zr+2].CC(C1=C(C=CC=2C3=CC=C(C=C3CC12)C(C)(C)C)C(C)(C)C)(C1C=CC=C1)CCC=C 1-(methyl)-1-(3-butenyl)-1-(cyclopentadienyl)-1-(2,7-di-tert-butylfluorenyl)methane zirconium dichloride